5-[(1R,4S)-6-chloro-4-fluoro-isochroman-1-yl]tetrahydrofuran-3,4-diol ClC=1C=C2[C@@H](CO[C@H](C2=CC1)C1C(C(CO1)O)O)F